undecanoate C(CCCCCCCCCC)(=O)[O-]